3-(3-cyanophenyl)-4-(2,6-diisopropylphenyl)-5-(2-methylphenyl)-4H-1,2,4-triazole C(#N)C=1C=C(C=CC1)C1=NN=C(N1C1=C(C=CC=C1C(C)C)C(C)C)C1=C(C=CC=C1)C